2-(4-(benzyloxy)-5-methyl-1H-indol-3-yl)-N,N-diethyl-2-oxoacetamide C(C1=CC=CC=C1)OC1=C2C(=CNC2=CC=C1C)C(C(=O)N(CC)CC)=O